ClC=1C=C2C(=NC=NC2=CC1C1=C2C=CC=NC2=CC=C1)N1CCN(CC1)C(C=C)=O 1-(4-(6-chloro-7-(quinolin-5-yl)quinazolin-4-yl)piperazin-1-yl)prop-2-en-1-one